ClCC(=O)N(C1=C(C=CC=C1)C(=O)C1=CC=C(C=C1)C1=CC(=CC=C1)[N+](=O)[O-])C 2-chloro-N-methyl-N-(2-(3'-nitro-[1,1'-biphenyl]-4-carbonyl)phenyl)acetamide